ClC=1C=CC(=C(C1)N1CC(N(CC1=O)C(C(=O)O)CC=1C=NC=CC1)=O)N1N=NC(=C1)Cl 4-(5-chloro-2-(4-chloro-1H-1,2,3-triazol-1-yl)phenyl)-2,5-dioxopiperazin-1-yl-3-(pyridin-3-yl)propanoic Acid